C1(CCC(N1N1C(C=CC=C1)SSC(CC(=O)[O-])C)=O)=O N-succinimidyl-3-(2-pyridyldithio)butyrate